4-fluoro-7-methyl-N-((1S,3R)-3-(pyrimidin-5-yl)cyclohexyl)-1H-indole FC1=C2C=CN(C2=C(C=C1)C)[C@@H]1C[C@@H](CCC1)C=1C=NC=NC1